ClC=1C(=CC2=C([C@@H](C[C@@H](O2)C(=O)NC23CC(C2)(C3)NC(COC3CC(C3)OC(F)(F)F)=O)O)C1)Cl (2R,4R)-6,7-dichloro-4-hydroxy-N-[3-(2-{[(1s,3S)-3-(trifluoromethoxy)cyclobutyl]oxy}acetamido)bicyclo[1.1.1]pentan-1-yl]-3,4-dihydro-2H-1-benzopyran-2-carboxamide